C(=O)C1=C2C=CC(=CC2=CC=C1O)OCC(=O)OCC ethyl 2-((5-formyl-6-hydroxynaphthalen-2-yl)oxy)acetate